tert-butyl 8-methyl-4-(2-methylsulfanyl-7-oxo-8-tetrahydrofuran-3-yl-pyrido[2,3-d]pyrimidin-6-yl)-2,3-dihydroquinoxaline-1-carboxylate CC=1C=CC=C2N(CCN(C12)C(=O)OC(C)(C)C)C1=CC2=C(N=C(N=C2)SC)N(C1=O)C1COCC1